8-Methyl-2-[(5-methylpyridin-2-yl)methyl]-N-[(3R)-oxolan-3-yl]-4,5-dihydro-2H-furo[2,3-g]indazol-7-carboxamid CC1=C(OC=2CCC3=CN(N=C3C21)CC2=NC=C(C=C2)C)C(=O)N[C@H]2COCC2